(2-(2-fluoro-4-((S)-3-morpholinopyrrolidin-1-yl)phenyl)-7-(2-methyl-2H-1,2,3-triazol-4-yl)pyrazolo[1,5-a]pyrimidin-5-yl)((R)-1-methyl-3,4-dihydroisoquinolin-2(1H)-yl)methanone FC1=C(C=CC(=C1)N1C[C@H](CC1)N1CCOCC1)C1=NN2C(N=C(C=C2C2=NN(N=C2)C)C(=O)N2[C@@H](C3=CC=CC=C3CC2)C)=C1